1-[6-(6-methyl-1H-indazol-3-yl)-2,3-dihydroindol-1-yl]prop-2-en-1-one CC1=CC=C2C(=NNC2=C1)C1=CC=C2CCN(C2=C1)C(C=C)=O